Cl.NC/C(/CN1N=CN(C1=O)C1=CC(=CC=C1)C1=CC=2C(=NON2)C=C1)=C\F 2-[(2E)-2-(aminomethyl)-3-fluoroprop-2-en-1-yl]-4-[3-(2,1,3-benzoxadiazol-5-yl)phenyl]-2,4-dihydro-3H-1,2,4-triazol-3-one hydrochloride